2-(((2SR,5r,8RS)-8-isopropyl-1-oxaspiro[4.5]dec-2-yl)oxy)ethan-1-ol C(C)(C)C1CCC2(CC[C@H](O2)OCCO)CC1 |r|